1-(4-chlorophenyl)cyclopropan-1-amine ClC1=CC=C(C=C1)C1(CC1)N